BrC1=C(C=CC=C1)N1CCN(CC1)CC=1C=C2CN(C(C2=CC1)=O)C1C(NC(CC1)=O)=O 3-(5-((4-(2-bromophenyl)piperazin-1-yl)methyl)-1-oxoisoindolin-2-yl)piperidine-2,6-dione